(1-methyl-3,4-dihydroisoquinolin-2(1H)-yl)(4-(5-(trifluoromethyl)-1,2,4-oxadiazol-3-yl)phenyl)methanone CC1N(CCC2=CC=CC=C12)C(=O)C1=CC=C(C=C1)C1=NOC(=N1)C(F)(F)F